Allyl N-[[4-[2-[Bis[[3,4,5-tris(docosa-1,3,5,7,9,11,13,15,17,19,21-undecaynoxy) phenyl]methyl]amino]-2-oxo-ethoxy]phenyl]-(2,4-dimethoxyphenyl)methyl]carbamate C(#CC#CC#CC#CC#CC#CC#CC#CC#CC#CC#C)OC=1C=C(C=C(C1OC#CC#CC#CC#CC#CC#CC#CC#CC#CC#CC#C)OC#CC#CC#CC#CC#CC#CC#CC#CC#CC#CC#C)CN(C(COC1=CC=C(C=C1)C(NC(OCC=C)=O)C1=C(C=C(C=C1)OC)OC)=O)CC1=CC(=C(C(=C1)OC#CC#CC#CC#CC#CC#CC#CC#CC#CC#CC#C)OC#CC#CC#CC#CC#CC#CC#CC#CC#CC#CC#C)OC#CC#CC#CC#CC#CC#CC#CC#CC#CC#CC#C